7-cyclopropyl-1,4-dimethyl-1H-benzotriazole C1(CC1)C1=CC=C(C2=C1N(N=N2)C)C